Ethyl 3-((tert-butylsulfinyl) amino)-3-cyclopropylpropanoate C(C)(C)(C)S(=O)NC(CC(=O)OCC)C1CC1